C(#N)C=C(C1CCCC1)N1N=CC(=C1)C(=O)C(C#N)CC(OC)OC 2-(1-(2-cyano-1-cyclopentylvinyl)-1H-pyrazol-4-carbonyl)-4,4-dimethoxybutyronitrile